propenyl-chlorosilane C(=CC)[SiH2]Cl